2-Hexen-1-ol acetate C(C)(=O)OCC=CCCC